(8,8-difluoro-5,6,7,8-tetrahydro-1,6-naphthyridin-2-yl)Phosphonic Acid Hydrochloride Cl.FC1(CNCC=2C=CC(=NC12)P(O)(O)=O)F